(S)-6-(2-amino-6-fluoro-5-(3-((3-methoxypyrrolidin-1-yl)methyl)-4-morpholinophenyl)pyridin-3-yl)-3,4-dihydroisoquinolin-1(2H)-one NC1=NC(=C(C=C1C=1C=C2CCNC(C2=CC1)=O)C1=CC(=C(C=C1)N1CCOCC1)CN1C[C@H](CC1)OC)F